cis-8-dimethylamino-1-(2-methoxy-2-methyl-propyl)-3-[(4-methoxyphenyl)-methyl]-8-phenyl-1,3-diazaspiro[4.5]decan-2-one CN(C1(CCC2(CN(C(N2CC(C)(C)OC)=O)CC2=CC=C(C=C2)OC)CC1)C1=CC=CC=C1)C